ClC1=CC(=C(C(=O)N2C[C@H](N(CC2)C=2C=CC(=NC2C(=O)N[C@H]2CN(CC2)C)C=2C(=NC=CC2)OCC)CC)C=C1)C(F)F 5-[(2R)-4-[4-chloro-2-(difluoromethyl)benzoyl]-2-ethylpiperazin-1-yl]-2'-ethoxy-N-[(3R)-1-methylpyrrolidin-3-yl]-[2,3'-bipyridine]-6-carboxamide